[Na+].[Na+].[Na+].N(CC(=O)[O-])(CC(=O)[O-])CC(=O)[O-] Nitrilotriacetic acid trisodium salt